ethyl 2-(6-bromo-4-cyanopyridin-3-yl)-2-cyanoacetate BrC1=CC(=C(C=N1)C(C(=O)OCC)C#N)C#N